(S)-2-amino-4-(chlorosulfonyl)butanoic acid methyl ester hydrochloride Cl.COC([C@H](CCS(=O)(=O)Cl)N)=O